5-(5-(4-(5-(difluoromethyl)-1,3,4-oxadiazol-2-yl)piperidin-1-yl)-1,3,4-oxadiazol-2-yl)pyrimidin-2-amine FC(C1=NN=C(O1)C1CCN(CC1)C1=NN=C(O1)C=1C=NC(=NC1)N)F